C(C)N1CCC(CC1)C=1SC2=C(N1)C=CC(=C2)C(=O)NCC=2C=NC=CC2 2-(1-ethylpiperidin-4-yl)-N-(pyridin-3-ylmethyl)benzo[d]thiazole-6-carboxamide